C(C)N(C=NC=1C=CC2=C(C(NS2(CC2=CC(=CC=C2)C(F)(F)F)[O-])=O)C1)C N-Ethyl-N-methyl-N'-(1-oxido-3-oxo-1-(3-(trifluoromethyl)benzyl)-3H-1λ4-benzo[d]isothiazol-5-yl)formimidamid